FC=1C=C2C(=C(NC2=C(C1)F)C1=CC=C(C=C1)F)CC(C(=O)O)(F)F 3-[5,7-difluoro-2-(4-fluorophenyl)-1H-indol-3-yl]-2,2-difluoro-propionic acid